1-((((6,7-Difluoro-2-(4'-fluoro-2'-(4-methyl-4H-1,2,4-triazol-3-yl)-[1,1'-biphenyl]-3-yl)benzo[d]oxazol-5-yl)methyl)amino)methyl)cyclobutan-1-ol FC1=C(C2=C(N=C(O2)C=2C=C(C=CC2)C2=C(C=C(C=C2)F)C2=NN=CN2C)C=C1CNCC1(CCC1)O)F